5-sulfoisophthalic acid dimethylester sodium salt [Na+].COC(C1=CC(C(=O)OC)=CC(=C1)S(=O)(=O)[O-])=O